S1C(=CC=C1)CN 1-(thiophen-2-yl)methanamine